2-{6-[(3R)-3-(cyclopropylamino)pyrrolidin-1-yl]pyridazin-3-yl}-5-(6-methoxypyridazin-4-yl)phenol C1(CC1)N[C@H]1CN(CC1)C1=CC=C(N=N1)C1=C(C=C(C=C1)C1=CN=NC(=C1)OC)O